N-(5-Chloro-1-(2,6-dimethoxyphenyl)-2-(6-ethoxypyridin-2-yl)-1H-imidazo[4,5-b]pyrazin-6-yl)-1-(3-fluorophenyl)methansulfonamid ClC=1N=C2C(=NC1NS(=O)(=O)CC1=CC(=CC=C1)F)N(C(=N2)C2=NC(=CC=C2)OCC)C2=C(C=CC=C2OC)OC